C(C)OC1=C(C=C2CCN([C@@H](C2=C1)CN1CCN(CC1)C1=CNC2=CC=C(C=C12)OC)C=O)OC (S)-7-ethoxy-6-methoxy-1-((4-(5-methoxy-1H-indol-3-yl)piperazin-1-yl)methyl)-3,4-dihydroisoquinoline-2(1H)-formaldehyde